Methyl (E)-3-(5-((4-methylbenzyl)carbamoyl)-4'-(trifluoromethyl)-[1,1'-biphenyl]-3-yl)acrylate CC1=CC=C(CNC(=O)C=2C=C(C=C(C2)C2=CC=C(C=C2)C(F)(F)F)/C=C/C(=O)OC)C=C1